NC1=NNC2=CC=C(C(=C12)C1=C(C=C2C(=NC(=NC2=C1F)N1CC(C1)N(C)C)N1[C@H]2CN(C[C@@H]1CC2)C(C=C)=O)Cl)C 1-((1R,5S)-8-(7-(3-amino-5-methyl-1H-indazol-4-yl)-6-chloro-2-(3-(dimethylamino)azetidin-1-yl)-8-fluoroquinazolin-4-yl)-3,8-diazabicyclo[3.2.1]octan-3-yl)prop-2-en-1-one